CN(CCN(C(C1=CC(=C(C=C1)NCC#CC1=NN2C(C=CC=C2N[C@H]2[C@H](CN(CC2)C)F)=C1C=C)OC)=O)C)C N-(2-(dimethylamino)ethyl)-4-((3-(7-(((3S,4R)-3-fluoro-1-methylpiperidin-4-yl)amino)-3-vinylpyrazolo[1,5-a]pyridin-2-yl)prop-2-yn-1-yl)amino)-3-methoxy-N-methylbenzamide